(R)-3-(3-(3-((6-(3-(2-ethoxyphenoxy)piperidin-1-yl)pyrazin-2-yl)amino)-3-oxopropyl)phenyl)-2,2-dimethylpropanoic acid C(C)OC1=C(O[C@H]2CN(CCC2)C2=CN=CC(=N2)NC(CCC=2C=C(C=CC2)CC(C(=O)O)(C)C)=O)C=CC=C1